FC1=CC=C(C=C1)C1=C(N=C(C2=CC(=CC=C12)O)OC1CC2(C1)CN(CC2)CC(=O)O)C(C)C 2-[2-[[4-(4-fluorophenyl)-7-hydroxy-3-isopropyl-1-isoquinolyl]oxy]-6-azaspiro[3.4]octan-6-yl]acetic acid